Sodium N-(2,4-dinitrophenyl)sulfamate [N+](=O)([O-])C1=C(C=CC(=C1)[N+](=O)[O-])NS([O-])(=O)=O.[Na+]